FC(C1=NN=C2N1N=CC=C2)(F)F 3-(trifluoromethyl)-[1,2,4]triazolo[4,3-b]pyridazine